ethyl 3-chloro-5-methyl-1-((2-(trimethylsilyl)ethoxy)methyl)-1H-pyrazole-4-carboxylate ClC1=NN(C(=C1C(=O)OCC)C)COCC[Si](C)(C)C